1-(4-(methoxybenzoyl)-6-methylisoquinolin-5-yl)thieno[3,2-d]pyrimidine-7-carboxamide COC1=C(C(=O)C2=CN=CC3=CC=C(C(=C23)N2CN=CC3=C2C(=CS3)C(=O)N)C)C=CC=C1